ClC1=NC(=NC(=N1)N1C(CC(CC1(C)C)NCCCC)(C)C)N1C(CC(CC1(C)C)NCCCC)(C)C 2-chloro-4,6-bis(4-n-butylamino-2,2,6,6-tetramethyl-piperidyl)-1,3,5-triazine